1-(2-(4-((6-chloroquinolin-4-yl)oxy)piperidin-1-yl)acetyl)-4-fluoropyrrolidine-2-carbonitrile ClC=1C=C2C(=CC=NC2=CC1)OC1CCN(CC1)CC(=O)N1C(CC(C1)F)C#N